N-(5-((1s,3s)-3-methyl-1-(4-methyl-4H-1,2,4-triazol-3-yl)cyclobutyl)pyridin-3-yl)-6-(((1-methylcyclopropyl)amino)methyl)imidazo[1,2-a]pyridine-8-carboxamide CC1CC(C1)(C1=NN=CN1C)C=1C=C(C=NC1)NC(=O)C=1C=2N(C=C(C1)CNC1(CC1)C)C=CN2